stearyl-imidazolium C(CCCCCCCCCCCCCCCCC)C=1NC=C[NH+]1